CC1=CC=CC=C1I The molecule is an iodoarene that is 2-methylbenzene substituted by an iodo group at position 1. It is a member of toluenes and an iodoarene.